FC1=C(C=CC(=C1)F)N1CCN(CC1)CC=1C=C2C(N(C(C2=CC1)=O)C1C(NC(CC1)=O)=O)=O 5-((4-(2,4-difluorophenyl)piperazin-1-yl)methyl)-2-(2,6-dioxopiperidin-3-yl)isoindoline-1,3-dione